ClC1=C(C=CC=C1Cl)C=1C=CC=C2C(=C(C(=NC12)C)C(=O)N[C@H]1CCOC2=CC=CC=C12)N(C)C 8-(2,3-dichlorophenyl)-N-[(4S)-3,4-dihydro-2H-chromen-4-yl]-4-(dimethylamino)-2-methylquinoline-3-carboxamide